ON=C(C(=O)O)C(C)=O.C(C)(C)(C)C1=CC(C=CC1=O)=O 6-tertiary butyl-benzoquinone 2-(hydroxyimino)-3-oxobutanoate